[Si](C)(C)(C(C)(C)C)OCC(=C)C=1C=NC=C(C1)C1=CC(=C(C=C1)OC)OCCC 3-((tert-butyl-dimethylsilyloxy)prop-1-en-2-yl)-5-(4-methoxy-3-propoxyphenyl)pyridine